N-(3-methoxyazetidine-1-carbonyl)-N-methyl-L-valine COC1CN(C1)C(=O)N([C@@H](C(C)C)C(=O)O)C